[Na].[Fe].C12CC=C(N1)C=C1C=CC(=N1)C=C1C=CC(N1)=CC=1C=CC(N1)=C2 dihydroporphin iron sodium salt